(S)-2-(1-(2,2-difluoropropyl)-8-methoxy-9-(2-methyl-2H-tetrazol-5-yl)-5,6-dihydropyrrolo[2,1-a]isoquinoline-3-carboxamido)-4,4,4-trifluoro-2-methylbutanoic acid FC(CC=1C=C(N2C1C1=CC(=C(C=C1CC2)OC)C=2N=NN(N2)C)C(=O)N[C@](C(=O)O)(CC(F)(F)F)C)(C)F